6-Bromo-N,N,3-trimethylpyridin-2-amine BrC1=CC=C(C(=N1)N(C)C)C